ClC1=CC=C(C=C1)C=1C=C(C(N(N1)C1=CC(=CC=C1)F)=O)C(=O)NC[C@H](O)C1CCCC1 |r| 6-(4-chlorophenyl)-N-[(2RS)-2-cyclopentyl-2-hydroxyethyl]-2-(3-fluorophenyl)-3-oxo-2,3-dihydropyridazine-4-carboxamide